(2R,3S)-2-(3-(7-bromo-5-(trifluoromethyl)-1H-benzo[d]imidazol-1-yl)propyl)piperidin-3-ol dihydrochloride Cl.Cl.BrC1=CC(=CC2=C1N(C=N2)CCC[C@H]2NCCC[C@@H]2O)C(F)(F)F